CN1C=C(C=2C1=CN=C(C2)NC(C)=O)C2=NC(=CC1=C2OC[C@H](O1)C)S(=O)(=O)C (R)-N-(1-methyl-3-(2-methyl-7-(methylsulfonyl)-2,3-dihydro-[1,4]dioxino[2,3-c]pyridin-5-yl)-1H-pyrrolo[2,3-c]pyridin-5-yl)acetamide